N1C=CC=2C1=NC=C(C2)OC2=C(C(=O)NS(=O)(=O)C1=CC(=CC=C1)[N+](=O)[O-])C=CC(=C2)N2CCN(CC2)[C@H]2CCCC1=CC=CC=C21 (S)-2-((1H-pyrrolo[2,3-b]pyridin-5-yl)oxy)-N-((3-nitrophenyl)sulfonyl)-4-(4-(1,2,3,4-tetrahydronaphthalen-1-yl)piperazin-1-yl)benzamide